ClC=1C(=NC=CN1)C(O)C1=CC(=C(C=C1)F)C=1C2=C(N=CN1)C=C(S2)N2CCOCC2 (3-Chloro-pyrazin-2-yl)-[4-fluoro-3-(6-morpholin-4-yl-thieno[3,2-d]pyrimidin-4-yl)-phenyl]-methanol